FC=1C=C(C=C(C1)F)C1CC=NN1C(=O)C12CC(C1)(C2)CN2C=CC=1C2=NC=C(N1)C#N 5-((3-(5-(3,5-difluorophenyl)-4,5-dihydro-1H-pyrazole-1-carbonyl)bicyclo[1.1.1]pentan-1-yl)methyl)-5H-pyrrolo[2,3-b]pyrazine-2-carbonitrile